1-(2-aminoethylamino)-2-propanol NCCNCC(C)O